(2-(pyrrolidin-1-yl)ethyl)pyrazine-2,3-diamine N1(CCCC1)CCC=1N=C(C(=NC1)N)N